2,4-dimethoxypyrimidine-5-boronic acid pinacol ester COC1=NC=C(C(=N1)OC)B1OC(C)(C)C(C)(C)O1